(4,4-difluoropiperidin-1-yl)(6-(2-methyl-2H-pyrazolo[3,4-b]pyridin-5-yl)isoquinolin-3-yl)methanone FC1(CCN(CC1)C(=O)C=1N=CC2=CC=C(C=C2C1)C1=CC=2C(N=C1)=NN(C2)C)F